N-((5-chloro-6-((5-methyl-1,2,4-oxadiazol-3-yl)methoxy)-1H-indol-2-yl)methyl)-1-methylcyclopropane-1-carboxamide ClC=1C=C2C=C(NC2=CC1OCC1=NOC(=N1)C)CNC(=O)C1(CC1)C